C(C=C)(=O)N1CC2(C1)CCN(CC2)C([C@@H](CC=C(Cl)Cl)C2=CC=C(C=C2)Cl)=O (S)-1-(2-acryloyl-2,7-diazaspiro[3.5]nonan-7-yl)-5,5-dichloro-2-(4-chlorophenyl)pent-4-en-1-one